1H-PYRAZOLO[3,4-C]PYRIDINE-4-BORONIC ACID N1N=CC2=C1C=NC=C2B(O)O